C(=O)(O)[Si] carboxyl-silicon